N-hydroxybenzimidazole ON1C=NC2=C1C=CC=C2